(1-tert-butyl-3-methyl-pyrazol-4-yl)boronic acid C(C)(C)(C)N1N=C(C(=C1)B(O)O)C